OC1[C@@H](O[C@@H](C1O)C)N1C(N=C(C(=C1)F)NC(OCC1=CC=C(C=C1)NC([C@@H](CC(=O)N)NC(CCCCCCC)=O)=O)=O)=O 4-((R)-4-amino-2-octanamido-4-oxobutanamido)benzyl (1-((2R,5R)-3,4-dihydroxy-5-methyltetrahydrofuran-2-yl)-5-fluoro-2-oxo-1,2-dihydropyrimidin-4-yl)carbamate